N-(3-chloro-5-(methylsulfonamido)phenyl)-1-(5'-fluoro-[3,3'-bipyridin]-2-yl)-1H-pyrazole-4-carboxamide ClC=1C=C(C=C(C1)NS(=O)(=O)C)NC(=O)C=1C=NN(C1)C1=NC=CC=C1C=1C=NC=C(C1)F